C(C)(=O)NC1=CC=C(C=C1)S(=O)(=O)N1C=C(C2=CC=CC=C12)C=O 1-(4-acetamidobenzenesulfonyl)-1H-indole-3-carbaldehyde